5-(thiazol-5-yl)cyclohexane-1,3-dione S1C=NC=C1C1CC(CC(C1)=O)=O